C(C)NC(C1=NC(=C(C=C1)N1CCN(CC1)CC1=CC=C2C(N(C(NC2=C1)=O)CC)=O)C)=O N-ethyl-5-(4-((3-ethyl-2,4-dioxo-1,2,3,4-tetrahydroquinazolin-7-yl)methyl)piperazin-1-yl)-6-methylpicolinamide